C(CC)C=CCCl propyl-allyl chloride